1-(1',4-dimethyl-1-phenyl-1h,1'h-[3,4'-bipyrazole]-5-yl)-3-((3s,4r)-1-(2-methoxypyridin-3-yl)-4-phenylpyrrolidin-3-yl)urea CN1N=CC(=C1)C1=NN(C(=C1C)NC(=O)N[C@@H]1CN(C[C@H]1C1=CC=CC=C1)C=1C(=NC=CC1)OC)C1=CC=CC=C1